CC1=NOC(=C1C=1C=C(C(=CC1)NC[C@H](C)N1CCOCC1)N)C 4-(3,5-dimethyl-1,2-oxazol-4-yl)-N1-[(2S)-2-(morpholin-4-yl)propyl]benzene-1,2-diamine